(7-Chloro-1H-benzo[d]imidazol-2-yl)(6,7-dihydrothiazolo[5,4-c]pyridin-5(4H)-yl)methanone ClC1=CC=CC2=C1NC(=N2)C(=O)N2CC1=C(CC2)N=CS1